CC(CO)C=C 2-methylbut-3-ene-1-ol